(2S,5R)-3-(4-aminophenyl-ethyl)-2-(2-(4-bromophenyl)-5-(4-fluorophenyl)-2H-1,2,3-triazole-4-yl)-5-methyl-oxazolidine NC1=CC=C(C=C1)CCN1[C@@H](O[C@@H](C1)C)C1=NN(N=C1C1=CC=C(C=C1)F)C1=CC=C(C=C1)Br